(4-aminophenyl)-N4-(3,4,5-trimethoxyphenyl)pyrimidine-2,4-diamine NC1=CC=C(C=C1)C=1C(=NC(=NC1)N)NC1=CC(=C(C(=C1)OC)OC)OC